ClC=1C=2N(C=CN1)C(=NC2)C2CCC(CC2)C(=O)OC methyl (1r,4r)-4-(8-chloroimidazo[1,5-a]pyrazin-3-yl)cyclohexane-1-carboxylate